C(#N)CNC(C1=CC=C(C=C1)C1=NC(=NC=C1)NC1=CC=C(C=C1)N1CCN(CC1)C)=O N-(cyanomethyl)-4-(2-(4-(4-methylpiperazin-1-yl)phenylamino)pyrimidin-4-yl)benzamide